[Br-].C[N+](CC#C)(C)C1CC1 N,N-dimethyl-N-(prop-2-yn-1-yl)cyclopropylammonium bromide